(E)-4-bromo-but-2-enoic acid BrC/C=C/C(=O)O